COC1=NC=C(C=N1)NC(O[C@H](C)[C@H](C)OC1=C(C=C2C(=N1)SC(=N2)C2=C1N=CC(=NC1=CC(=C2)C)OC)F)=O (2R,3S)-3-((6-fluoro-2-(2-methoxy-7-methylquinoxalin-5-yl)thiazolo[5,4-b]pyridine-5-yl)oxy)butan-2-yl (2-methoxypyrimidin-5-yl)carbamate